2-chloro-N-(5-chloro-6-(4-cyano-2H-1,2,3-triazol-2-yl)pyridin-3-yl)-8,8-dimethyl-7,8-dihydro-6H-cyclopenta[e]pyrazolo[1,5-a]pyrimidine-6-carboxamide ClC1=NN2C(N=CC3=C2C(CC3C(=O)NC=3C=NC(=C(C3)Cl)N3N=CC(=N3)C#N)(C)C)=C1